3,6-di-O-methyl-glucose Ethyl-5-(2-(6-(methylamino)pyridin-3-yl)-4-morpholinothieno[3,2-d]pyrimidin-6-ylamino)pentanoate C(C)C(C(=O)O)CCCNC1=CC=2N=C(N=C(C2S1)N1CCOCC1)C=1C=NC(=CC1)NC.CO[C@H]([C@H](C=O)O)[C@H](O)[C@H](O)COC